8,8'-(((1S,2S)-2-(2-hydroxyethyl)cyclohexyl)azanediyl)bis-(N,N-didecyloctan-amide) OCC[C@H]1[C@H](CCCC1)N(CCCCCCCC(=O)N(CCCCCCCCCC)CCCCCCCCCC)CCCCCCCC(=O)N(CCCCCCCCCC)CCCCCCCCCC